ClC=1C=C(C(=NC1)C=1CCCC2=C(C1C1=CC=C(C=C1)C=C1CN(C1)CCCF)C=CC(=C2)C(=O)O)C(F)(F)F 8-(5-chloro-3-(trifluoromethyl)pyridin-2-yl)-9-(4-((1-(3-fluoropropyl)azetidin-3-ylidene)methyl)phenyl)-6,7-dihydro-5H-benzo[7]annulene-3-carboxylic acid